C(=O)(OCC1C2=CC=CC=C2C2=CC=CC=C12)N[C@@H](CCN=[N+]=[N-])C(=O)O FMOC-γ-azido-homoalanine